FC=1C=C(C#N)C=CC1N=S(=O)(C)C1=C(C=CC=C1)F 3-Fluoro-4-(((2-fluorophenyl)(methyl)(oxo)-λ6-sulfaneylidene)amino)benzonitrile